FC[C@@H](N)C1=C(C(=CC=C1)C(F)(F)F)C (S)-2-fluoro-1-(2-methyl-3-(trifluoromethyl)phenyl)ethan-1-amine